C12OCC(CC1)(CC2)CO[C@@H]([C@@H](CN2CCC(CC2)C(=O)OC)NC(=O)OCC2=CC=C(C=C2)[N+](=O)[O-])C Methyl 1-((2R,3R)-3-((2-oxabicyclo[2.2.2]octan-4-yl)methoxy)-2-((((4-nitrobenzyl)oxy)carbonyl)amino)butyl)piperidine-4-carboxylate